ethyl (R)-7-(2-((benzyloxy)methyl)-4,6-dimethylpyrimidin-5-yl)-1-(1-((tert-butoxycarbonyl)amino)propan-2-yl)-6-chloro-3-(3-(4-chloro-3,5-dimethylphenoxy)propyl)-1H-indole-2-carboxylate C(C1=CC=CC=C1)OCC1=NC(=C(C(=N1)C)C=1C(=CC=C2C(=C(N(C12)[C@@H](CNC(=O)OC(C)(C)C)C)C(=O)OCC)CCCOC1=CC(=C(C(=C1)C)Cl)C)Cl)C